N-(6-(5-chloro-7-((3,3-difluorocyclobutyl)amino)-6-fluoro-1H-indazol-4-yl)imidazo[1,2-a]pyrazin-2-yl)-2-fluorocyclopropane-1-carboxamide ClC=1C(=C2C=NNC2=C(C1F)NC1CC(C1)(F)F)C=1N=CC=2N(C1)C=C(N2)NC(=O)C2C(C2)F